2,3,4,5,6-pentafluorobenzenemethaneamine FC1=C(C(=C(C(=C1F)F)F)F)CN